C(N)(=O)[C@H]1N(C[C@]2(C1)C(N[C@H](C2)C2=CC=CC=C2)=O)C(=O)OCCCC r-Butyl (3S,5S)-3-carbamoyl-6-oxo-8-phenyl-2,7-diazaspiro[4.4]nonane-2-carboxylate